Cl.Cl.FC1=C(C=CC(=C1)C1CNCCC1)C=1N=C2SC3=C(N2C1)C=C(C(=C3)C(=O)NCCCN3CCC(CC3)F)OC (2-fluoro-4-(piperidin-3-yl)phenyl)-N-(3-(4-fluoropiperidin-1-yl)propyl)-6-methoxybenzo[d]imidazo[2,1-b]thiazole-7-carboxamide dihydrochloride